(2r,4r)-2-cyclobutyl-7-(isoquinolin-4-yl)-5,7-diazaspiro[3.4]octane-6,8-dione C1(CCC1)C1CC2(C1)NC(N(C2=O)C2=CN=CC1=CC=CC=C21)=O